COC=1C=C(CN2N=CC(=C2)NC=2N=C(C3=C(N2)NC=C3)N[C@H]3CN(CCC3)C(C=C)=O)C=CC1 (R)-1-(3-(2-(1-(3-Methoxybenzyl)-1H-pyrazol-4-ylamino)-7H-pyrrolo[2,3-d]pyrimidin-4-ylamino)piperidin-1-yl)prop-2-en-1-on